2-methyl-4-{[4-({3-[methyl(methylsulfonyl)amino]benzyl}amino)-5-(trifluoromethyl)pyrimidin-2-yl]amino}benzamide CC1=C(C(=O)N)C=CC(=C1)NC1=NC=C(C(=N1)NCC1=CC(=CC=C1)N(S(=O)(=O)C)C)C(F)(F)F